n-Tetradecylsulfat C(CCCCCCCCCCCCC)OS(=O)(=O)[O-]